FC1=C(C=CC2=C1O[C@@H]1CCN[C@H]2C1)C(F)(F)F (2R,6S)-10-fluoro-9-(trifluoromethyl)-3,4,5,6-tetrahydro-2H-2,6-methanobenzo[b][1,5]oxazocine